N1(CCC1)[C@@H]1C[C@@H]2N(C([C@H](CC1)NC(=O)OC(C)(C)C)=O)[C@@H](CC2)C(=O)OC methyl (3S,6S,9S,10aR)-9-(azetidin-1-yl)-6-((tert-butoxycarbonyl)amino)-5-oxodecahydropyrrolo[1,2-a]azocine-3-carboxylate